((5-(4-vinyl-1,8-naphthyridin-2-yl)pentyl)oxy)pyrrolidine-1-carboxylate C(=C)C1=CC(=NC2=NC=CC=C12)CCCCCOC1N(CCC1)C(=O)[O-]